C[C@H]1[C@H]([C@@H](O[C@H]1C2=CC=C(C=C2)O)C3=CC(=C(C=C3)O)O)C The molecule is an antiviral lignan isolated from Larrea tridentata, which consists of a 3,4-dimethyltetrahydrofuran skeleton substituted by a dihydroxybenzyl and hydroxyphenyl groups at position 2 and 5 respectively (the 2R,3S,4R,5R stereoisomer). It has a role as a plant metabolite. It is a lignan and a member of oxolanes.